F\C=C(/CN1C(C2=CC=CC=C2C1=O)=O)\CN1CCC2=CC(=CC=C12)N1CCOCC1 (Z)-2-(3-fluoro-2-((5-morpholinoindolin-1-yl)methyl)allyl)isoindoline-1,3-dione